COC1=C(C(=CC=C1)OC)C=1C=C2CC(C(C2=CC1)NC(O[C@@H]1CN2CCC1CC2)=O)(CC)CC (S)-quinuclidin-3-yl (5-(2,6-dimethoxyphenyl)-2,2-diethyl-2,3-dihydro-1H-inden-1-yl)carbamate